C(#N)C1=C2C(C(C(C2=CC=C1OC=1C=NC=C(C#N)C1)(F)F)(F)F)=O 5-((4-cyano-1,1,2,2-tetrafluoro-3-oxo-2,3-dihydro-1H-inden-5-yl)oxy)nicotinonitrile